6-[[5-[3-(trifluoromethyl)azetidin-1-yl]pyrazin-2-yl]methyl]-2-azaspiro[3.3]heptane FC(C1CN(C1)C=1N=CC(=NC1)CC1CC2(CNC2)C1)(F)F